ClC=1C=C(C2=C(C(=C(O2)C(F)F)COC2=C(C=CC(=C2)OC)CC(=O)OCC)C1)NCC1CC1 ethyl 2-(2-((5-chloro-7-((cyclopropylmethyl)amino)-2-(difluoromethyl)benzofuran-3-yl)methoxy)-4-methoxyphenyl)acetate